(S)-4-(8-Chloro-7-(8-ethyl-7-fluoro-3-hydroxynaphthalen-1-yl)-2-(((2R,7aS)-2-fluorotetrahydro-1H-pyrrolizin-7a(5H)-yl)methoxy)pyrido[4,3-d]pyrimidin-4-yl)-6-methyl-1,4-oxazepan-6-ol ClC1=C(N=CC2=C1N=C(N=C2N2CCOC[C@](C2)(O)C)OC[C@]21CCCN1C[C@@H](C2)F)C2=CC(=CC1=CC=C(C(=C21)CC)F)O